N-[1-[5-bromo-2-(5-fluoro-2-pyridyl)-1,2,4-triazol-3-yl]ethyl]-3-cyclopropyl-5-(trifluoromethyl)benzamide BrC=1N=C(N(N1)C1=NC=C(C=C1)F)C(C)NC(C1=CC(=CC(=C1)C(F)(F)F)C1CC1)=O